tert-butyl (1S,5R)-6-(4-((4-([1,2,4]triazolo[1,5-a]pyridin-7-yloxy)-5-chloro-2-fluorophenyl)amino)pyrido[3,2-d]pyrimidin-6-yl)-2,6-diazabicyclo[3.2.1]octane-2-carboxylate N=1C=NN2C1C=C(C=C2)OC2=CC(=C(C=C2Cl)NC=2C1=C(N=CN2)C=CC(=N1)N1[C@@H]2CCN([C@H](C1)C2)C(=O)OC(C)(C)C)F